C(=O)C1[C@@H]2CN(C[C@H]12)C(=O)OC(C)(C)C tert-butyl (1s,5r,6s)-6-formyl-3-azabicyclo[3.1.0]hexane-3-carboxylate